ClC1=C(N=C(NC1=O)C1=CC=NC=C1)N1CC(CCC1)O 5-chloro-4-(3-hydroxy-1-piperidinyl)-2-(4-pyridinyl)-1H-pyrimidin-6-one